4-(1-methylcyclopropyl)butyl carbonochloridate C(OCCCCC1(CC1)C)(=O)Cl